Ethyl (R)-2-(3-((6-(3-(2-ethoxyphenoxy)piperidin-1-yl)pyrazin-2-yl)amino)-1H-pyrazol-1-yl)acetate C(C)OC1=C(O[C@H]2CN(CCC2)C2=CN=CC(=N2)NC2=NN(C=C2)CC(=O)OCC)C=CC=C1